ClC=1C2=C(C3=C(CN(S(N3)(=O)=O)C(C)C3=CC=CC=C3)C1)NC=C2Cl 6,7-dichloro-3-(1-phenylethyl)-4,9-dihydro-1H-pyrrolo[3,2-h][2,1,3]benzothiadiazine 2,2-dioxide